(2R,3R)-2,3-dihydroxysuccinic acid sodium [Na].O[C@@H](C(=O)O)[C@H](C(=O)O)O